NC(C(C([2H])([2H])N[C@H](COC)C1=CC=2N(N=C1)C=C(N2)[C@H](COC(C(F)(F)F)(C)C)NC(OC(C)(C)C)=O)(F)F)([2H])[2H] tert-Butyl ((R)-1-(7-((S)-1-((3-amino-2,2-difluoropropyl-1,1,3,3-d4)amino)-2-methoxyethyl)imidazo[1,2-b]pyridazin-2-yl)-2-((1,1,1-trifluoro-2-methylpropan-2-yl)oxy)ethyl)carbamate